4-(1-(3,8-Diazabicyclo[3.2.1]octan-8-yl)-5-fluoro-3-(4-(2-hydroxyethyl)piperazin-1-yl)-7,9-dihydrofuro[3,4-f]quinazolin-6-yl)-2-amino-7-fluorothieno[3,2-c]pyridine-3-carbonitrile C12CNCC(CC1)N2C2=NC(=NC=1C(=C(C3=C(C21)COC3)C3=NC=C(C2=C3C(=C(S2)N)C#N)F)F)N2CCN(CC2)CCO